FC=1C(=CC(=NC1)N1CCN(CC1)C)[C@@H](CO)NC(CC)=O N-[(1S)-1-[5-fluoro-2-(4-methylpiperazin-1-yl)pyridin-4-yl]-2-hydroxyethyl]propionamide